C=1N=CN2CCOC3=C(C21)C=C(C=C3)C(=O)NC3CCC(CC3)C(=O)[O-].[Li+] lithium (1r,4r)-4-(5,6-dihydrobenzo[f]imidazo[1,5-d][1,4]oxazepine-10-carboxamido)cyclohexane-1-carboxylate